4-hydroxy-alpha-(hydroxymethyl)benzeneAcetic acid OC1=CC=C(C=C1)C(C(=O)O)CO